FC=1C=C(CN2N=C(N=C2N)NC2=NC=CC=C2)C=C(C1)F 1-(3,5-difluorobenzyl)-N3-(pyridin-2-yl)-1H-1,2,4-triazole-3,5-diamine